FC1(CCN(CCC1)C1=CC=C(C(=C1C(=O)NC=1C=C(C=CC1)[S@](=O)(C)=NC(OC(C)(C)C)=O)C)C=1C=NN(C1)C)F tert-butyl (R)-((3-(6-(4,4-difluoroazepan-1-yl)-2-methyl-3-(1-methyl-1H-pyrazol-4-yl)benzamido)phenyl)(methyl)(oxo)-λ6-sulfaneylidene)carbamate